4-[(3aS,6aS)-5-[5-(propan-2-yloxy)pyridin-2-yl]-octahydropyrrolo[3,4-c]pyrrol-2-yl]-6-chloro-1-methyl-2-oxo-1,2-dihydro-1,5-naphthyridine-3-carbonitrile CC(C)OC=1C=CC(=NC1)N1C[C@H]2[C@H](C1)CN(C2)C2=C(C(N(C1=CC=C(N=C21)Cl)C)=O)C#N